(diethylsilane-diyl)-bis((2-methyl-4-tert-butyl-phenylindenyl))zirconium Dichloride [Cl-].[Cl-].C(C)[Si](CC)=[Zr+2](C1C(=CC2=CC=CC=C12)C1=C(C=C(C=C1)C(C)(C)C)C)C1C(=CC2=CC=CC=C12)C1=C(C=C(C=C1)C(C)(C)C)C